2-(1-(2-bromoethyl)piperidine-4-yl)-1-(2-ethoxyethyl)-1H-benzo[d]imidazole BrCCN1CCC(CC1)C1=NC2=C(N1CCOCC)C=CC=C2